CS(=O)(=O)NC=1C=CC=C2CCC(OC12)C(=O)OC methyl 8-(methylsulfonamido)chromane-2-carboxylate